BrC1=CC=C2C(=CC(=NC2=C1)C1=CC(=CC=C1)C(F)(F)F)C(=O)NC1(CC1)C1=CC=CC=C1 7-bromo-N-(1-phenylcyclopropyl)-2-[3-(trifluoromethyl)phenyl]-4-quinolinecarboxamide